17-amino-12-phenyl-6,15-bis(trifluoromethyl)-19-oxa-3,4,13,18-tetraazatricyclo[12.3.1.12,5]nonadeca-1(18),2,4,14,16-penta-en-6-ol NC1=CC(=C2NC(CCCCCC(C3=NN=C(C1=N2)O3)(O)C(F)(F)F)C3=CC=CC=C3)C(F)(F)F